1-(2,3-dichloro-6-methoxyphenyl)-1-(pyridin-4-yl)methanamine ClC1=C(C(=CC=C1Cl)OC)C(N)C1=CC=NC=C1